3-((R)-1-((7-((1R,4R)-2-oxa-5-azabicyclo[2.2.1]heptan-5-yl)-4-methylphthalazin-1-yl)amino)ethyl)-2-methylbenzonitrile Formate salt C(=O)O.[C@H]12OC[C@H](N(C1)C1=CC=C3C(=NN=C(C3=C1)N[C@H](C)C=1C(=C(C#N)C=CC1)C)C)C2